ClC=1C=C(C=NC1)C1=NC(=C2N=CN(C2=N1)[C@H]1[C@@H]([C@@H]([C@H](O1)C(=O)NCC)O)O)NCC1=CC(=CC=C1)I (2S,3S,4R,5R)-5-(2-(5-chloropyridin-3-yl)-6-(3-iodobenzylamino)-9H-purin-9-yl)-N-ethyl-3,4-dihydroxyltetrahydrofuran-2-carboxamide